N-(4-((3-(4-(quinazolin-4-yl)piperazine-1-carbonyl)piperidin-1-yl)sulfonyl)phenyl)acetamide N1=CN=C(C2=CC=CC=C12)N1CCN(CC1)C(=O)C1CN(CCC1)S(=O)(=O)C1=CC=C(C=C1)NC(C)=O